ClC1=CC(=C2C=C(NC2=C1)C(=O)N[C@H](C(=O)N[C@@H](C[C@H]1C(NCCC1)=O)C#N)C[Si](C)(C)C)OC 6-chloro-N-((R)-1-(((S)-1-cyano-2-((S)-2-oxopiperidin-3-yl)ethyl)amino)-1-oxo-3-(trimethylsilyl)propan-2-yl)-4-methoxy-1H-indole-2-carboxamide